5-[3-(2,4,6-Trimethylphenylamino)-2-hydroxypropyl]-1,3,4-oxadiazole-2(3H)-thione CC1=C(C(=CC(=C1)C)C)NCC(CC1=NNC(O1)=S)O